5-chloro-4-(cyclopentylmethoxy)-N-((6-ethoxypyridin-3-yl)sulfonyl)-2-fluorobenzamide ClC=1C(=CC(=C(C(=O)NS(=O)(=O)C=2C=NC(=CC2)OCC)C1)F)OCC1CCCC1